4,4'-dibromo-2,2'-diethoxy-1,1'-binaphthyl BrC1=CC(=C(C2=CC=CC=C12)C1=C(C=C(C2=CC=CC=C12)Br)OCC)OCC